C(=O)C=1N=CC(=NC1)C(C(=O)OC)(C)C methyl 2-(5-formylpyrazin-2-yl)-2-methylpropanoate